ClC1=NC(=NC(=N1)Cl)N([C@@H](C(=O)N)C)CC (2R)-2-[(4,6-dichloro-1,3,5-triazin-2-yl)-ethyl-amino]propanamide